BrC1=C(C=O)C(=CC=C1)OCC=1C(=NC=CC1)C1=CC=NN1C(C)C 2-bromo-6-((2-(1-isopropyl-1H-pyrazol-5-yl)pyridine-3-yl)methoxy)benzaldehyde